(1S,2R)-N-(2,4-difluorobenzyl)-8-hydroxy-2,5,5-trimethyl-7,9-dioxo-2,5,7,9-tetrahydro-1,6-methanopyrido[1,2-b][1,2,5]triazonine-10-carboxamide FC1=C(CNC(=O)C=2C(C(=C3N(N4[C@@H](C=CC(N(C3=O)C4)(C)C)C)C2)O)=O)C=CC(=C1)F